tert-butyl 3-(3-amino-5-(trifluoromethyl)phenoxy)pyrrolidine-1-carboxylate NC=1C=C(OC2CN(CC2)C(=O)OC(C)(C)C)C=C(C1)C(F)(F)F